5-(2-(Dimethylamino)ethoxy)-N-(1-(4-methoxyphenyl)cyclopropyl)-2-methyl-benzamide CN(CCOC=1C=CC(=C(C(=O)NC2(CC2)C2=CC=C(C=C2)OC)C1)C)C